O=C1NC2=NC=C(C3=CC=CC1=C23)N2N=CC(=C2C(F)(F)F)C(=O)NC2=CC(=NC=C2)C(F)(F)F (2-oxo-1,2-dihydropyrrolo[4,3,2-ij]isoquinolin-6-yl)-5-trifluoromethyl-N-(2-trifluoromethylpyridin-4-yl)-1H-pyrazole-4-carboxamide